1-(4-(8-amino-1-(4-aminophenyl)imidazo[1,5-a]pyrazin-3-yl)-3,6-dihydropyridin-1(2H)-yl)-2-methylpropan-1-one NC=1C=2N(C=CN1)C(=NC2C2=CC=C(C=C2)N)C=2CCN(CC2)C(C(C)C)=O